7-(3-methoxyazetidin-1-yl)-1,2,3,4-tetrahydroisoquinoline hydrochloride Cl.COC1CN(C1)C1=CC=C2CCNCC2=C1